COC=1C=C2C(N(C=3N(C2=CC1)C(NN3)=S)CCC)=O 7-methoxy-4-propyl-1-thioxo-2,4-dihydro-[1,2,4]triazolo[4,3-a]quinazolin-5(1H)-one